(S)-3-{4-[4-(3,7-Difluoro-1H-pyrrolo[3,2-c]pyridin-4-yl)piperidine-1-carboxamido]bicyclo[2.2.2]octan-1-yl}butyric acid FC1=CNC2=C1C(=NC=C2F)C2CCN(CC2)C(=O)NC21CCC(CC2)(CC1)[C@H](CC(=O)O)C